C1NCCC=2C3=CC=CC=C3NC12 TETRAHYDRO-BETA-CARBOLIN